2-({[2-(benzylsulfanyl)ethyl]carbamoyl}amino)-4H,5H,6H-cyclopenta[b]thiophene-3-carboxamide C(C1=CC=CC=C1)SCCNC(=O)NC1=C(C2=C(S1)CCC2)C(=O)N